O1C(=CC=C1)CC1=CC(=C2C(=N1)C(=C(S2)CNC)C)N [(furan-2-yl)methyl]-3-methyl-2-[(methylamino)methyl]thieno[3,2-b]pyridin-7-amine